OCC(=C)C=1C=CC(=C(C(=O)OC(C)(C)C)C1)OC tert-butyl 5-(3-hydroxyprop-1-en-2-yl)-2-methoxybenzoate